C(CC)C1CCC(CC1)NC(C1=CC(=CC(=C1)NC(=O)C1CCC(CC1)C(C)(C)C)NC(=O)C1CCC(CC1)C(C)(C)C)=O N-(4-n-propylcyclohexyl)-3,5-bis-[4-tert-butylcyclohexylcarbonylamino]-benzamide